N-[[3-(2-cyclopropyl-4-pyridinyl)-1,2,4-oxadiazol-5-yl]methyl]-N,2-dimethyl-5-(trifluoromethyl)pyrazole-3-carboxamide C1(CC1)C1=NC=CC(=C1)C1=NOC(=N1)CN(C(=O)C=1N(N=C(C1)C(F)(F)F)C)C